3-amino-N-(7-{9-amino-4,10-dioxa-7-azadispiro[2.1.45.23]undecan-7-yl}-2H,3H,4H-pyrano[2,3-b]pyridin-3-yl)-6-methylthieno[2,3-b]pyridine-2-carboxamide NC1=C(SC2=NC(=CC=C21)C)C(=O)NC2CC=1C(=NC(=CC1)N1CC3(OC4(CC4)CO3)C(C1)N)OC2